C(CC)(=O)NC=1SC(=C(N1)C)C=1C=CC(=C(C1)S(=O)(=O)N)OC 5-(2-propionylamino-4-methylthiazol-5-yl)-2-methoxyphenylsulphonamide